Methyl 3-(((1s,4s)-4-((3,5-dichloropyridin-2-yl)oxy)cyclohexyl)amino)-4-nitrobenzoate ClC=1C(=NC=C(C1)Cl)OC1CCC(CC1)NC=1C=C(C(=O)OC)C=CC1[N+](=O)[O-]